O1CCC(CC1)CN1C(C=2C=C3C(=CC2CC1)OCO3)CCC3=CNC1=CC=CC=C31 3-(2-(6-((tetrahydro-2H-pyran-4-yl)methyl)-5,6,7,8-tetrahydro-[1,3]dioxolo[4,5-g]isoquinolin-5-yl)ethyl)-1H-indole